[N]1CCCC2=CC=CC=C12 3,4-dihydro-2H-1λ2-quinoline